(-)-5,5-dideuterio-1-[[6-(difluoromethyl)-2-(methoxymethyl)imidazo[2,1-b][1,3,4]thiadiazol-5-yl]methyl]-4-propyl-imidazolidin-2-one [2H]C1(C(NC(N1CC1=C(N=C2SC(=NN21)COC)C(F)F)=O)CCC)[2H]